ClC=1C=NC=C(C1C(C)OC=1C=C2C(=NNC2=CC1)C1=NC2=C(CN(CC2)C2CCN(CC2)C)N1)Cl 2-(5-(1-(3,5-Dichloropyridin-4-yl)ethoxy)-1H-indazol-3-yl)-5-(1-methylpiperidin-4-yl)-4,5,6,7-Tetrahydro-3H-imidazo[4,5-c]pyridine